ClC1=C(C=C(C=C1)N1C(=NN=C1C)[C@@H]1CC[C@H](CC1)OC1=NC=CC=C1)F trans-2-((4-(4-(4-Chloro-3-fluorophenyl)-5-methyl-4H-1,2,4-triazol-3-yl)cyclohexyl)oxy)pyridin